3-((3-fluoro-4-(octadecyloxy)phenyl)sulfonyl)-6-(methylsulfinyl)quinoline FC=1C=C(C=CC1OCCCCCCCCCCCCCCCCCC)S(=O)(=O)C=1C=NC2=CC=C(C=C2C1)S(=O)C